(1R,3S)-3-{5-[2-(2-formyl-3-hydroxy-5-methoxyphenoxy)acetamido]-2H-pyrazol-3-yl}cyclopentyl N-(1-methylcyclobutyl)carbamate CC1(CCC1)NC(O[C@H]1C[C@H](CC1)C=1NN=C(C1)NC(COC1=C(C(=CC(=C1)OC)O)C=O)=O)=O